benzyl 3-[(tert-butoxycarbonyl)(ethyl)amino]pyrrolidine-1-carboxylate C(C)(C)(C)OC(=O)N(C1CN(CC1)C(=O)OCC1=CC=CC=C1)CC